N[C@H](C(=O)NC=1C=CC(=C(C(=O)N[C@H](C)C2=CC=NC3=CC=CC=C23)C1)C)CNS(=O)(=O)C 5-((S)-2-amino-3-(methylsulfonamido)propanamido)-2-methyl-N-((R)-1-(quinolin-4-yl)ethyl)benzamide